(S)-(3,3-difluorocyclobutyl)(6-(2-(2-propanyl)-2H-indazol-5-yl)thieno[2,3-b]pyridin-2-yl)methanol FC1(CC(C1)[C@H](O)C1=CC=2C(=NC(=CC2)C2=CC3=CN(N=C3C=C2)C(C)C)S1)F